5-((2-(6-amino-9H-purin-9-yl)ethyl)amino)pentan-1-ol NC1=C2N=CN(C2=NC=N1)CCNCCCCCO